2-(4-cyclobutylphenyl)-9-methoxy-8-oxo-2,3,4,5a,6,7,8,9-octahydro-5H-1,2,5,7-tetraazabenzo[cd]azulene-5-carboxylate C1(CCC1)C1=CC=C(C=C1)N1N=C2C(C(NCC3C2=C1CCN3C(=O)[O-])=O)OC